C(C)[C@H]1C[C@H](N(CC1)C(=O)N[C@@H](C)\C=C\S(=O)(=O)C)C1=CC=CC=C1 (2S,4R)-4-ethyl-N-((S,E)-4-(methylsulfonyl)but-3-en-2-yl)-2-phenylpiperidine-1-carboxamide